ethyl 3-(3,4-difluoro-2-methoxyphenyl)-5-methyl-5-(trifluoromethyl)tetrahydro-2H-pyran-2-carboxylate FC=1C(=C(C=CC1F)C1C(OCC(C1)(C(F)(F)F)C)C(=O)OCC)OC